C1(CC1)CN[C@H]1CN(CCC1)C1=CC(N(C=C1)C(C)N1N=NC(=C1)C=1C=NC=C(C1)OC)=O 4-((R)-3-((cyclopropylmethyl)amino)piperidin-1-yl)-1-(1-(4-(5-methoxypyridin-3-yl)-1H-1,2,3-triazol-1-yl)ethyl)pyridin-2(1H)-one